5-[2,3-difluoro-4-[3-methyl-1-[2-oxo-2-(pyridazin-3-ylamino)ethyl]pyrazol-4-yl]phenyl]-1-methyl-imidazole-2-carboxamide FC1=C(C=CC(=C1F)C=1C(=NN(C1)CC(NC=1N=NC=CC1)=O)C)C1=CN=C(N1C)C(=O)N